3-(bromomethyl)benzothiophene BrCC1=CSC2=C1C=CC=C2